C(#N)C1=CC(=C(C=C1)COC1=CC=CC(=N1)N1CCC(CC1)CC(=O)O)F 2-[1-[6-[(4-cyano-2-fluoro-phenyl)methoxy]-2-pyridinyl]-4-piperidinyl]acetic acid